COC1=NC=C(C=C1C(=O)N)NC(C(N1[C@H](CC[C@@H](C1)C)C1=CC=C2C=CC(=NC2=C1)C1CCN(CC1)C)=O)=O 2-Methoxy-5-[[2-oxo-2-[(2R,5S)-5-methyl-2-[2-(1-methyl-4-piperidyl)-7-quinolyl]-1-piperidyl]acetyl]amino]pyridine-3-carboxamide